C(C1=CC=CC=C1)OC1=NC(=NC2=C(C(=C(C=C12)F)Br)F)Cl 4-(benzyloxy)-7-bromo-2-chloro-6,8-difluoroquinazoline